(E)-2-{[(1-hydroxy-2-methylpropan-2-yl)imino]methyl}phenol OCC(C)(C)\N=C\C1=C(C=CC=C1)O